N-((5-(2,2-difluorocyclopropyl)-2-methoxyphenyl)sulfonyl)-5-(pyridin-2-yl)quinoline-2-carboxamide FC1(C(C1)C=1C=CC(=C(C1)S(=O)(=O)NC(=O)C1=NC2=CC=CC(=C2C=C1)C1=NC=CC=C1)OC)F